2-((1-(4-chlorophenyl)-7-fluoro-1-hydroxy-5-(1-methyl-1H-imidazole-4-carbonyl)-3-oxoisoindolin-2-yl)methyl)pyrimidine-5-carbonitrile ClC1=CC=C(C=C1)C1(N(C(C2=CC(=CC(=C12)F)C(=O)C=1N=CN(C1)C)=O)CC1=NC=C(C=N1)C#N)O